α-aminomethyldimethylethoxysilane NCC(C)O[SiH](C)C